4-(ISO-PROPYL)PYRIDINE-2-BORONIC ACID C(C)(C)C1=CC(=NC=C1)B(O)O